prop-2-en-1-yl 3-(5-[(5-chlorothiophen-2-yl)methyl]amino-1H-pyrazol-3-yl)-8-azabicyclo[3.2.1]octane-8-carboxylate ClC1=CC=C(S1)CNC1=CC(=NN1)C1CC2CCC(C1)N2C(=O)OCC=C